CN1N=NC2=C1C=C(C(=C2)OC2=C(C=C(C=C2)NC=2C1=C(N=CN2)C=NC(=N1)S(=O)C)C)C N-(4-((1,6-dimethyl-1H-benzo[d][1,2,3]triazol-5-yl)oxy)-3-methylphenyl)-6-(methylsulfinyl)pyrimido[5,4-d]pyrimidin-4-amine